α-chloroacrylic acid ethoxyethyl ester C(C)OCCOC(C(=C)Cl)=O